2,2-dimethyl-3-(tosyloxy)propionic acid methyl ester COC(C(COS(=O)(=O)C1=CC=C(C)C=C1)(C)C)=O